[Zn+2].C1(CC(CCC1)C(=O)[O-])C(=O)[O-] 1,3-cyclohexanedicarboxylic acid zinc salt